2-CYANOPYRIDINE-3-CARBOXYLIC ACID C(#N)C1=NC=CC=C1C(=O)O